1-(3-bromopyrrol-1-yl)-2,2-dimethyl-propan-1-one BrC1=CN(C=C1)C(C(C)(C)C)=O